C(=O)(O)C(CC)C1=CC=C(C=C1)NCC1=C(C(=O)O)C=CC=C1 ((4-(1-carboxypropyl)phenylamino)methyl)benzoic acid